2,7-naphthalenedisulfonate C1=C(C=CC2=CC=C(C=C12)S(=O)(=O)[O-])S(=O)(=O)[O-]